C(C)(C)(C)C1=C(C2=C(N=C(N=C2N)C2=CC=NC=C2)C=N1)Cl (tert-butyl)-5-chloro-2-(pyridin-4-yl)pyrido[3,4-d]pyrimidin-4-amine